1-(4-Sulfobutyl)-3-methylimidazolium trifluoromethanesulfonat FC(S(=O)(=O)[O-])(F)F.S(=O)(=O)(O)CCCCN1C=[N+](C=C1)C